(2R,3R,4R,5S)-2-(2-hydroxyethyl)-2-(hydroxymethyl)piperidine-3,4,5-triol OCC[C@@]1(NC[C@@H]([C@H]([C@@H]1O)O)O)CO